(2R,3R,4S,5R)-2-(2-chloro-6-(spiro[cyclobutane-1,3'-indol]-1'-yl)-9H-purin-9-yl)-5-(hydroxymethyl)tetrahydrofuran-3,4-diol ClC1=NC(=C2N=CN(C2=N1)[C@@H]1O[C@@H]([C@H]([C@H]1O)O)CO)N1CC2(C3=CC=CC=C13)CCC2